C(CCC)C1=C(C(=C(C(=C1F)F)F)F)F butyl-pentafluorobenzene